OCCS(=O)(=O)C=1C=C(N)C=CC1 3-(beta-hydroxyethyl-sulfonyl)aniline